Cl.NC1(CC1)C1=CC=C(C=C1)B(O)O 4-(1-AMINOCYCLOPROPYL)PHENYLBORONIC ACID HYDROCHLORIDE